(R)-2-(4,4-difluoro-9-oxo-2-(1H-pyrazol-4-yl)-4,5,6,7,8,9-hexahydro-3-oxa-1-thia-5a,8-diazabenzo[cd]azulen-7-yl)acetic acid FC1(CN2C=3C(=C(SC3C(N[C@@H](C2)CC(=O)O)=O)C=2C=NNC2)O1)F